ethyl 1-amino-8-(2-chloro-5-fluorophenyl)-6-oxo-5,6,7,8-tetrahydroimidazo[1,5-a]pyrazine-3-carboxylate NC=1N=C(N2C1C(NC(C2)=O)C2=C(C=CC(=C2)F)Cl)C(=O)OCC